5'-methyl-3-((4-nitrophenyl)sulfonyl)-4-pentyl-1',2',3',4'-tetrahydro-[1,1'-biphenyl]-2,6-diol CC=1CCCC(C1)C=1C(=C(C(=CC1O)CCCCC)S(=O)(=O)C1=CC=C(C=C1)[N+](=O)[O-])O